4-amino-2,1,3-benzothiadiazole-7-carbonitrile NC1=CC=C(C2=NSN=C21)C#N